1-[4-chloro-2-(6-methoxypyrimidin-4-yl)phenyl]-1H-1,2,3-triazole-4-carboxylic acid ethyl ester C(C)OC(=O)C=1N=NN(C1)C1=C(C=C(C=C1)Cl)C1=NC=NC(=C1)OC